C(C)(C)C1=CC=C(C=C1)S(=O)(=O)OC1=C(C=CC=C1)NC(=O)NC1=C(C=CC=C1)OS(=O)(=O)C1=CC=C(C=C1)C(C)C N,N'-di-[2-(p-isopropylbenzenesulfonyloxy)phenyl]urea